2-chloro-N-(5-((E)-2-(2-(((1r,4r)-4-(dimethylamino)cyclohexyl)amino)pyrimidin-5-yl)vinyl)pyrazin-2-yl)benzenesulfonamide ClC1=C(C=CC=C1)S(=O)(=O)NC1=NC=C(N=C1)\C=C\C=1C=NC(=NC1)NC1CCC(CC1)N(C)C